OC(CN1N=CC(=C1)C1=NN(C2=CC=C(C=C12)OCCCNC(OCC1=CC=CC=C1)=O)C1OCCCC1)C benzyl N-[3-[3-[1-(2-hydroxypropyl)pyrazol-4-yl]-1-tetrahydropyran-2-yl-indazol-5-yl]oxypropyl]carbamate